N1(CCC1)C1=NN=C(C2=CC=C(C=C12)N)N1C[C@@H](CC1)NC1=NC=C(C=N1)Br (R)-4-(azetidin-1-yl)-1-(3-((5-bromopyrimidin-2-yl)amino)pyrrolidin-1-yl)phthalazin-6-amine